2-methoxy-4-ethylphenyl 2-methylbenzoate CC1=C(C(=O)OC2=C(C=C(C=C2)CC)OC)C=CC=C1